6-(3-nitro-4-iodophenyl)-4,5-dihydro-5-methyl-3(2H)-pyridazinone [N+](=O)([O-])C=1C=C(C=CC1I)C=1C(CC(NN1)=O)C